4-(4-bromophenyl)-1-(tert-butoxycarbonyl)piperidine-4-carboxylic acid BrC1=CC=C(C=C1)C1(CCN(CC1)C(=O)OC(C)(C)C)C(=O)O